7-Bromo-5-fluoro-3-(2-(2,2,2-trifluoroethoxy)-5-(trifluoromethyl)pyrimidin-4-yl)-1H-indole BrC=1C=C(C=C2C(=CNC12)C1=NC(=NC=C1C(F)(F)F)OCC(F)(F)F)F